CC1=NC=CC=C1NC1=C(C#N)C=CC(=N1)C(F)(F)F 2-((2-methylpyridin-3-yl)amino)-6-(trifluoromethyl)nicotinonitrile